C1(=CC=CC=2C3=CC=CC=C3CC12)C1=C(C=CC=C1)C1=CC=CC=C1 fluorenyl-biphenyl